2,2-difluoroethyl (trans-4-aminocyclohexyl)(5-(2-methoxypyrimidin-5-yl)pyrazin-2-yl)carbamate N[C@@H]1CC[C@H](CC1)N(C(OCC(F)F)=O)C1=NC=C(N=C1)C=1C=NC(=NC1)OC